CC(C)(C)S(=O)N=C(C)C1=CC(=CC(=C1)C(F)(F)F)[N+](=O)[O-] 2-methyl-N-(1-(3-nitro-5-(trifluoromethyl)phenyl)ethylidene)propane-2-sulfinamide